6-(cyclopropylmethoxy)-N-[(2S)-1-{[2-fluoro(2,2-dideutero)ethyl]oxy}-4-methylpent-2-yl]-5-(pyrrolidin-1-yl)pyridine-2-carboxamide C1(CC1)COC1=C(C=CC(=N1)C(=O)N[C@H](COCC([2H])([2H])F)CC(C)C)N1CCCC1